ClC=1C2=C(N=C(N1)C)N(C=C2C(=O)OC)C2=C1C=NN(C1=CC=C2C)C2OCCCC2 methyl 4-chloro-2-methyl-7-(5-methyl-1-(tetrahydro-2H-pyran-2-yl)-1H-indazol-4-yl)-7H-pyrrolo[2,3-d]pyrimidine-5-carboxylate